Benzotriazolyl-adenine N1N=NC2=C1C=CC=C2C2=NC(=C1NC=NC1=N2)N